BrCC1=CC=C(C=NO)C=C1 4-(bromomethyl)benzaldehyde oxime